CC=1C=CC(N(C1)C1=CC=CC=C1)=O 5-methyl-2-oxo-1-phenyl-1,2-dihydropyridine